C(=O)O.CP(C)=O dimethylphosphine oxide, formate salt